FC=1C=C(CNC2=NC=CC(=N2)N(C(=O)C2(CC2)C(=O)N)C2=CC=C(C=C2)F)C=CC1F N-(2-((3,4-difluorobenzyl)amino)pyrimidin-4-yl)-N-(4-fluorophenyl)cyclopropane-1,1-dicarboxamide